COC1=NC=NC(=C1C(=O)NC12C(CC(CC1)CC2)C(=O)[O-])NC21CC(C2)(C1)N1CCOCC1 (4-methoxy-6-((3-morpholinobicyclo[1.1.1]pentan-1-yl)amino)pyrimidine-5-carboxamido)bicyclo[2.2.2]octane-2-carboxylate